C[C@@H]1[C@H](C1)C1=CC(=NO1)C(=O)NC1C[C@H]2CC[C@@H](C1)N2S(=O)(=O)CC2CCN(CC2)C 5-((1S,2S)-2-Methylcyclopropyl)-N-((1R,3r,5S)-8-(((1-methylpiperidin-4-yl)methyl)sulfonyl)-8-azabicyclo(3.2.1)octan-3-yl)isoxazole-3-carboxamide